FC(C=1C=C2C(=NC=NC2=C(C1)C(F)(F)F)N([C@@H](C)C1=NC=NN1C1=CC=C(C=N1)C#N)C)(F)F 6-[5-[(1S)-1-[[6,8-bis(trifluoromethyl)quinazolin-4-yl]-methyl-amino]ethyl]-1,2,4-triazol-1-yl]pyridine-3-carbonitrile